3-bromo-1,6-dimethylpyridin-2(1H)-one BrC=1C(N(C(=CC1)C)C)=O